(5-amino-1-{6-[(2,6-difluorophenyl)oxy]-4-methylpyridin-3-yl}pyrazol-4-yl)[6-(tetrahydrofuran-2-ylmethyl)-5,6,7,8-tetrahydro-1H-pyrrolo[2,3-g]isoquinolin-2-yl]methanone NC1=C(C=NN1C=1C=NC(=CC1C)OC1=C(C=CC=C1F)F)C(=O)C1=CC=2C(=CC=3CCN(CC3C2)CC2OCCC2)N1